(E)-3-((3-butyl-2-methyl-7-(methylthio)-1,1-dioxido-5-phenyl-2,3,4,5-tetrahydrobenzo[b][1,4]thiazepin-8-yl)oxy)acrylic acid C(CCC)C1CN(C2=C(S(C1C)(=O)=O)C=C(C(=C2)SC)O/C=C/C(=O)O)C2=CC=CC=C2